C(C)N1CCC(C1)(F)F 1-ethyl-4,4-difluoro-pyrrolidine